CC1=CC2=CN(N=C2C=C1C(NC1(CC1)C1=CC=CC2=CC=CC=C12)=O)C1CN(C1)C(=O)OC(C)(C)C tert-butyl 3-(5-methyl-6-((1-(naphthalene-1-yl)cyclopropyl)carbamoyl)-2H-indazol-2-yl)azetidine-1-carboxylate